tert-Butyl 4-((4-cyclobutyl-2-(4-(methoxycarbonyl)phenyl)piperazin-1-yl)methyl)-5-methoxy-7-methyl-1H-indole-1-carboxylate C1(CCC1)N1CC(N(CC1)CC1=C2C=CN(C2=C(C=C1OC)C)C(=O)OC(C)(C)C)C1=CC=C(C=C1)C(=O)OC